I.FC(OC=1C=C(C(=O)NC2=CC3=NC4=C(C=CC=C4C3=CC=C2)N)C=CC1)(F)F 7-(3-trifluoromethoxybenzoyl)amino-4-aminocyclohepta[7,6-b]indole hydroiodide